2-Methyl-2-propanyl 9-(2,4-difluorobenzyl)-5,6,8,9-tetrahydro-7H-pyrido[4',3':4,5]pyrrolo[2,3-b]Pyridine-7-carboxylate FC1=C(CN2C3=C(C=4C2=NC=CC4)CCN(C3)C(=O)OC(C)(C)C)C=CC(=C1)F